N-(4-(2-((4-(4-(4-(4-((2,6-dioxopiperidin-3-yl)amino)phenyl)piperidine-1-carbonyl)piperidin-1-yl)phenyl)amino)pyrimidin-4-yl)-2-methylbenzyl)-3-isopropoxyazetidine-1-carboxamide O=C1NC(CCC1NC1=CC=C(C=C1)C1CCN(CC1)C(=O)C1CCN(CC1)C1=CC=C(C=C1)NC1=NC=CC(=N1)C1=CC(=C(CNC(=O)N2CC(C2)OC(C)C)C=C1)C)=O